2-(2',4',6'-trifluorophenyl)-phenol FC1=C(C(=CC(=C1)F)F)C1=C(C=CC=C1)O